6-(Benzyloxy)-2-methylpyrimido[5,4-d]pyrimidin-4(3H)-one C(C1=CC=CC=C1)OC=1N=CC=2N=C(NC(C2N1)=O)C